tert-butyl (R)-(1-(2-(2-((tert-butyldimethylsilyl)oxy)ethoxy)-5-fluorophenyl)ethyl)carbamate [Si](C)(C)(C(C)(C)C)OCCOC1=C(C=C(C=C1)F)[C@@H](C)NC(OC(C)(C)C)=O